tert-butyl 2-(2-(4-methoxybenzyl)-3-oxo-4-(trifluoromethyl)-3,5,6,7-tetrahydro-2H-cyclopenta[c]pyridazin-7-yl)acetate COC1=CC=C(CN2N=C3C(=C(C2=O)C(F)(F)F)CCC3CC(=O)OC(C)(C)C)C=C1